1-(5-chloropyrimidin-2-yl)propane-2-sulfonamide ClC=1C=NC(=NC1)CC(C)S(=O)(=O)N